NC1=NC=CC=C1C1=NC=2C(=NC(=CC2)C=2C=C(C=CC2)NC(OC)=O)N1C1=CC=C(C=C1)CN1CCC(CC1)NC1=NC(=NC=C1)C#N methyl (3-(2-(2-aminopyridin-3-yl)-3-(4-((4-((2-cyanopyrimidin-4-yl)amino)piperidin-1-yl)methyl)phenyl)-3H-imidazo[4,5-b]pyridin-5-yl)phenyl)carbamate